(1-(9H-fluoren-9-yl)-3,6-dioxo-2,9,12-trioxo-4,7-diazatetradec-14-yl)(methyl)carbamic acid tert-butyl ester C(C)(C)(C)OC(N(C)CCC(CCC(CNC(CNC(C(CC1C2=CC=CC=C2C=2C=CC=CC12)=O)=O)=O)=O)=O)=O